C(C)(C)(C)C1=CC=C(C=C1)N1CCN(CC1)CC1CN(CCC1)C1=NC=2N(C(=N1)N)N=C(N2)C=2OC=CC2 5-(3-((4-(4-(tert-butyl)phenyl)piperazin-1-yl)methyl)piperidin-1-yl)-2-(furan-2-yl)-[1,2,4]triazolo[1,5-a][1,3,5]triazine-7-amine